FC1=CC=C(C=C1)C1(C=CC2=C(O1)C=1C=C(C=CC1C1=C2C(C2=C(C=C(C=C21)Br)Br)(C)C)C(F)(F)F)C2=CC=C(C=C2)F 3,3-bis(4-fluorophenyl)-10,12-dibromo-6-trifluoromethyl-13,13-dimethyl-3H,13H-indeno[2',3':3,4]naphtho[1,2-b]pyran